NC1=C(C(=CC(=C1)C)C)NC(C1=C(C=C(C(=C1)F)N1N=C(N(C1=O)C)CC)O[C@@H](C)CCC)=O N-(2-amino-4,6-dimethylphenyl)-4-(3-ethyl-4-methyl-5-oxo-4,5-dihydro-1H-1,2,4-triazol-1-yl)-5-fluoro-2-[(2S)-pent-2-yloxy]benzamide